(4-cyanophenyl)butanoic acid C(#N)C1=CC=C(C=C1)C(C(=O)O)CC